B(OC=1N(C(OC1)(F)F)F)([O-])[O-].[K+].[K+] potassium trifluorooxazol-4-yl borate